tributyl-methyl-ammonium bistrifluoromethanesulfonimide salt [N-](S(=O)(=O)C(F)(F)F)S(=O)(=O)C(F)(F)F.C(CCC)[N+](C)(CCCC)CCCC